2-bromo-1-(3-pyridyl)ethanone BrCC(=O)C=1C=NC=CC1